copper(II) sulfate S(=O)(=O)([O-])[O-].[Cu+2]